COC(=O)C12CCC(CC1)(CC2)C2=CC=CC=C2 4-phenylbicyclo[2.2.2]octane-1-carboxylic acid methyl ester